N1CC(C1)CN1CCC2(CCN(CC2)C(=O)C=2C=CC(=C(C2)N2C(NC(CC2)=O)=O)OC)CC1 1-(5-(9-(azetidin-3-ylmethyl)-3,9-diazaspiro[5.5]undec-3-carbonyl)-2-methoxyphenyl)dihydropyrimidine-2,4(1h,3h)-dione